C(C1=CC=CC=C1)C1CCN(CC1)CCCN1CC23C(C1=O)C(C(C=C2)O3)C(=O)O 3-[3-(4-Benzyl-piperidin-1-yl)-propyl]-4-oxo-10-oxa-3-aza-tricyclo[5.2.1.0*1,5*]dec-8-ene-6-carboxylic acid